COC1=NC=C(C=C1C(=O)NCC1=C(C=CC=C1)OC(F)(F)F)C=1C=CC=2N(N1)C=C(N2)NC(C(C)C)=O 2-methoxy-5-[2-(2-methylpropanamidyl)imidazo[1,2-b]pyridazin-6-yl]-N-{[2-(trifluoromethoxy)phenyl]methyl}pyridine-3-carboxamide